ClC1=CC2=C(N(C(N=C2N2[C@H](CN(CC2)C(=O)OC(C)(C)C)C)=O)C=2C(=NC=CC2C)C(C)C)N=C1C1=C(C=CC=2OCOC21)F tert-butyl (3S)-4-(6-chloro-7-(5-fluorobenzo[d][1,3]dioxol-4-yl)-1-(2-isopropyl-4-methylpyridin-3-yl)-2-oxo-1,2-dihydropyrido[2,3-d]pyrimidin-4-yl)-3-methylpiperazine-1-carboxylate